NC1=NC=CC(=N1)C1=CC=C(C=C1)C1=C(C(=O)N)C=CC=C1F 4-(2-aminopyrimidin-4-yl)phenyl-3-fluorobenzamide